Cl.C(C)(C)(C)OC(CC[C@@H](C(=O)N)N)=O (4S)-4,5-diamino-5-oxopentanoic acid tert-butyl ester hydrochloride